[Si](C)(C)(C(C)(C)C)OC1(CC1)[C@H]1CNC[C@H](O1)C (2R,6R)-2-(1-((tert-butyldimethylsilyl)oxy)cyclopropyl)-6-methylmorpholine